4-(Tert-butyl)-2-(3,5-di-tert-butyl-2-methoxyphenyl)pyridine C(C)(C)(C)C1=CC(=NC=C1)C1=C(C(=CC(=C1)C(C)(C)C)C(C)(C)C)OC